C(CCC)N1C(N(C(C(C1=O)=C(N)N)=O)C1CCC2(CN(C2)S(=O)(=N)C)CC1)=O 1-Butyl-5-(diaminomethylene)-3-(2-(S-methylsulfonimidoyl)-2-azaspiro[3.5]nonan-7-yl)pyrimidine-2,4,6(1H,3H,5H)-trione